2-(1H-indol-6-yl)benzoic acid methyl ester COC(C1=C(C=CC=C1)C1=CC=C2C=CNC2=C1)=O